2-methyl-6-(1-tetrahydropyran-2-yl-triazol-4-yl)piperidin-4-one CC1NC(CC(C1)=O)C=1N=NN(C1)C1OCCCC1